tert-butyl 4-(4-chlorophenyl)-4-[[4-(trifluoromethyl)phenyl] sulfonylamino]piperidine-1-carboxylate ClC1=CC=C(C=C1)C1(CCN(CC1)C(=O)OC(C)(C)C)NS(=O)(=O)C1=CC=C(C=C1)C(F)(F)F